5'-chloro-7'-oxo-N-[2-(2-oxopyrrolidin-1-yl)ethyl]-7',8'-dihydro-6'H-spiro[cyclohexane-1,9'-furo[2,3-f]quinazoline]-2'-carboxamide ClC=1C=C2C(=C3C4(NC(NC13)=O)CCCCC4)OC(=C2)C(=O)NCCN2C(CCC2)=O